N-(2-cyanoisoindolin-4-yl)-5-morpholinothiophene-2-carboxamide C(#N)N1CC2=CC=CC(=C2C1)NC(=O)C=1SC(=CC1)N1CCOCC1